2-(4-(((2-(2,6-Dimethylpyridin-4-yl)-3-isopropyl-1H-indol-5-yl)oxy)methyl)piperidin-1-yl)-N-methylacetamid CC1=NC(=CC(=C1)C=1NC2=CC=C(C=C2C1C(C)C)OCC1CCN(CC1)CC(=O)NC)C